4-(3-methacrylamido-2-methylphenyl)-2,3-dimethyl-1H-indole-7-carboxamide C(C(=C)C)(=O)NC=1C(=C(C=CC1)C1=C2C(=C(NC2=C(C=C1)C(=O)N)C)C)C